piperidine-2,3-dione N1C(C(CCC1)=O)=O